7-bromo-6-chloro-8-fluoro-2-(((2R,7aS)-2-fluorotetrahydro-1H-pyrrolizin-7a(5H)-yl)methoxy)-5-(((S)-2-((2-methoxyethyl)amino)but-3-en-1-yl)oxy)quinazolin-4-ol BrC1=C(C(=C2C(=NC(=NC2=C1F)OC[C@]12CCCN2C[C@@H](C1)F)O)OC[C@H](C=C)NCCOC)Cl